Tridecanolide C1(CCCCCCCCCCCCO1)=O